C(C1=CC=CC=C1)OC1=C(C=C(C(=O)N2[C@H](C[C@@H](C2)F)C(=O)N2[C@@H](CCC2)C#N)C=C1F)F (S)-1-((2R,4S)-1-(4-(benzyloxy)-3,5-difluorobenzoyl)-4-fluoropyrrolidin-2-carbonyl)pyrrolidin-2-carbonitril